2-[6-[3,4-difluoro-5-(trifluoromethyl)phenyl]-3-methyl-2-oxo-imidazo[4,5-b]Pyridin-1-yl]-N,N-dimethyl-acetamide FC=1C=C(C=C(C1F)C(F)(F)F)C=1C=C2C(=NC1)N(C(N2CC(=O)N(C)C)=O)C